ClC1=NC=CC=C1S(=O)(=O)N(COC)C1=NOC(=C1C)C 2-Chloro-N-(4,5-dimethylisoxazol-3-yl)-N-(methoxymethyl)pyridine-3-sulfonamide